C(C)(C)(C)OC(C[C@@H](C(NCCOCCOCCOCCOCCOCCOCCOC)=O)NC(=O)OCC1=CC=CC=C1)=O.C(C)(=O)OC1=NC=CC=C1OC1=C(C=C(C=C1)F)Cl 2-acetoxy-3-(2-chloro-4-fluorophenoxy)pyridine tert-Butyl-(25S)-25-{[(benzyloxy)carbonyl]amino}-24-oxo-2,5,8,11,14,17,20-heptaoxa-23-azaheptacosan-27-oate